(3aR,6aS)-tert-Butyl 5-((2-((5-(2,3-dihydrobenzo[b][1,4]dioxine-6-carboxamido)-2-fluorophenyl)carbamoyl)benzo[b]thiophen-6-yl)methyl)hexahydropyrrolo[3,4-c]pyrrole-2(1H)-carboxylate O1C2=C(OCC1)C=C(C=C2)C(=O)NC=2C=CC(=C(C2)NC(=O)C2=CC1=C(S2)C=C(C=C1)CN1C[C@@H]2[C@H](C1)CN(C2)C(=O)OC(C)(C)C)F